OC=1C=C(C#N)C=CC1[C@@H](C1=CC=NC=C1)OC1=CC=C2C(CCOC2=C1C)=O (R,S)-3-Hydroxy-4-(((8-methyl-4-oxochroman-7-yl)oxy)(pyridin-4-yl)methyl)benzonitrile